FC=1C=C(C=CC1OC)C1=NC=CC(=N1)C1=CC(=C(C(=C1)OC)OC)OC 2-(3-fluoro-4-methoxyphenyl)-4-(3,4,5-trimethoxyphenyl)pyrimidine